ClC1=CC=C(C(=N1)C(=O)O)NC(C)C=1C=C(C=C2C(N(C(=NC12)N1CC(C(CC1)O)(F)F)C)=O)F 6-chloro-3-[1-[2-(3,3-difluoro-4-hydroxypiperidin-1-yl)-6-fluoro-3-methyl-4-oxoquinazolin-8-yl]ethylamino]pyridine-2-carboxylic acid